CN(C)CCOCCO 2-(N,N-Dimethylaminoethoxy)-ethanol